CC1(CC1)C1=CN(C=2N=CNC(C21)=O)S(=O)(=O)C2=CC=CC=C2 5-(1-methylcyclopropyl)-7-(phenylsulfonyl)-3,7-dihydro-4H-pyrrolo[2,3-d]pyrimidin-4-one